4-[[(6-Chloro-2-pyridinyl)amino]methyl]-3-fluoro-benzonitrile ClC1=CC=CC(=N1)NCC1=C(C=C(C#N)C=C1)F